2-(3-fluorophenyl)-2-(3-(6-(4-methylpiperazin-1-yl)pyridin-3-yl)-5-oxo-5,7-dihydro-6H-pyrrolo[3,4-b]pyridin-6-yl)-N-(thiazol-2-yl)acetamide FC=1C=C(C=CC1)C(C(=O)NC=1SC=CN1)N1CC2=NC=C(C=C2C1=O)C=1C=NC(=CC1)N1CCN(CC1)C